FC1=C2C(NC(=NC2=CC(=C1F)N[C@@H]1C[C@@H](C1)OC)CSC1CCC(CC1)(C)O)=O 5,6-Difluoro-2-((((cis)-4-hydroxy-4-methylcyclohexyl)thio)methyl)-7-(((cis)-3-methoxycyclobutyl)amino)quinazolin-4(3H)-one